7-cyclopropyl-1-(4-fluoro-2-methylphenyl)-3-(6-methoxy-2-methylpyridin-3-yl)-2,3-dihydroquinazolin-4(1H)-one C1(CC1)C1=CC=C2C(N(CN(C2=C1)C1=C(C=C(C=C1)F)C)C=1C(=NC(=CC1)OC)C)=O